C[C@@H]1N(CC[C@H]2[C@@H](CCC[C@H]12)[C@](C(F)(F)F)(C)O)C(CC1=C(C#N)C=CC(=C1Cl)OC)=O 2-[2-[(1S,4aR,5R,8aS)-1-methyl-5-[(1S)-2,2,2-trifluoro-1-hydroxy-1-methyl-ethyl]-3,4,4a,5,6,7,8,8a-octahydro-1H-isoquinolin-2-yl]-2-oxo-ethyl]-3-chloro-4-methoxy-benzonitrile